NC1=CC(=C(C=C1)N1CCC(CC1)(O)CC(=O)OC(C)(C)C)Cl tert-butyl 2-[1-(4-amino-2-chloro-phenyl)-4-hydroxy-4-piperidyl]acetate